2-(3'-tert-Butyl-2'-hydroxy-5'-(2-methoxycarbonyl-ethyl)phenyl)-5-chlorobenzo-triazol C(C)(C)(C)C=1C(=C(C=C(C1)CCC(=O)OC)N1N=C2C(=N1)C=CC(=C2)Cl)O